Tert-Butyl 7-chloro-6-((5-(1-(ethoxycarbonyl)cyclopropyl)-2-((4-(N-methylsulfamoyl)phenyl)amino)pyrimidin-4-yl)amino)-3,4-dihydroisoquinoline-2(1H)-carboxylate ClC1=C(C=C2CCN(CC2=C1)C(=O)OC(C)(C)C)NC1=NC(=NC=C1C1(CC1)C(=O)OCC)NC1=CC=C(C=C1)S(NC)(=O)=O